2-(aminooxy)-N-(3-(1-(3,5-dichlorophenyl)-3-(3,3-dimethylmorpholine-4-carbonyl)-7-methoxy-1,4-dihydrochromeno[4,3-c]pyrazol-8-yl)phenyl)acetamide NOCC(=O)NC1=CC(=CC=C1)C1=CC2=C(C=C1OC)OCC1=C2N(N=C1C(=O)N1C(COCC1)(C)C)C1=CC(=CC(=C1)Cl)Cl